6-bromo-3-iodo-N,N-bis(4-methoxybenzyl)-2-(2-(4-methoxybenzyl)-2H-tetrazol-5-yl)benzenesulfonamide BrC1=CC=C(C(=C1S(=O)(=O)N(CC1=CC=C(C=C1)OC)CC1=CC=C(C=C1)OC)C=1N=NN(N1)CC1=CC=C(C=C1)OC)I